4'-[(1,7'-dimethyl-2'-propyl-[2,5'-bi-1H-benzimidazole]-1'-yl)methyl]-[1,1'-biphenyl]-2-carboxylic acid CN1C(=NC2=C1C=CC=C2)C2=CC1=C(N(C(=N1)CCC)CC1=CC=C(C=C1)C=1C(=CC=CC1)C(=O)O)C(=C2)C